Cl.C(C#C)C1=CC=CC2=C1C1=C3C(CCNC3C2)=CC=C1 11-propargyl-5,6,6a,7-tetrahydro-4H-dibenzo[de,g]quinoline hydrochloride